(3-(5-amino-4-oxobenzo[d][1,2,3]triazin-3(4H)-yl)-2,6-dioxopiperidin-1-yl)methyl D-prolinate hydrochloride Cl.N1[C@H](CCC1)C(=O)OCN1C(C(CCC1=O)N1N=NC2=C(C1=O)C(=CC=C2)N)=O